3,4-dihydroxy-5-[4-(hydroxyamino)-2-oxopyrimidin-1-yl]oxolan-2-yl (methyl 2-methylpropanoate) CC(C(=O)OC1OC(C(C1O)O)N1C(N=C(C=C1)NO)=O)(C)C